2-(4-bromo-3-fluorobenzyl)-1-((1-(cyanomethyl)cyclopropyl)methyl)-1H-benzo[d]Imidazole-6-carboxylic acid methyl ester COC(=O)C=1C=CC2=C(N(C(=N2)CC2=CC(=C(C=C2)Br)F)CC2(CC2)CC#N)C1